C(C)(=O)OC[C@H]1O[C@H]([C@@H](C1)OC(C)=O)N1C2=NC(=NC=C2N(C1=O)CC(N1CCCC1)=O)N ((2S,4R,5R)-4-acetoxy-5-(2-amino-8-oxo-7-(2-oxo-2-(pyrrolidin-1-yl)ethyl)-7,8-dihydro-9H-purin-9-yl) tetrahydrofuran-2-yl)methyl acetate